carbon propyne C#CC.[C]